CC(CCCCCOC(C(C)OC1=CC(=C(C=C1)C1=NC(=NC(=N1)C1=CC=C(C=C1)C1=CC=CC=C1)C1=CC=C(C=C1)C1=CC=CC=C1)O)=O)C 2-[4-(4,6-bis-biphenyl-4-yl-[1,3,5]triazine-2-yl)-3-hydroxy-Phenyloxy]-propionic acid 6-methyl-heptyl ester